NC1=CC(=C(C=N1)C=1C=NN(C1)CC(C)(O)C)OC(F)(F)F 1-(4-(6-amino-4-(trifluoromethoxy)pyridin-3-yl)-1H-pyrazol-1-yl)-2-methylpropan-2-ol